ClC1=C(COCCOCCCCCCNC[C@H](O)C2=CC(=C(C=C2)O)CO)C(=CC=C1)Cl 4-{(1R)-2-[(6-{2-[(2,6-dichlorobenzyl)oxy]ethoxyl}hexyl)amino]-1-hydroxyethyl}-2-(hydroxymethyl)phenol